OCC(NCCCNC(CO)(CO)CO)(CO)CO 1,3-bis(tris(hydroxymethyl)-methylamino)propane